(S)-benzyl 2-(cyclohexanesulfonamido)-4-methylpentanoate C1(CCCCC1)S(=O)(=O)N[C@H](C(=O)OCC1=CC=CC=C1)CC(C)C